tert-butyl 6'-chloro-1''-(cyclopropylmethyl)-1'',2'',3,3'',6,6''-hexahydro-[4,2':4',4''-terpyridine]-1(2H)-carboxylate ClC1=CC(=CC(=N1)C=1CCN(CC1)C(=O)OC(C)(C)C)C=1CCN(CC1)CC1CC1